ClC1=NC=CC(=N1)C1=CC=C(C=C1)O 4-(2-chloropyrimidin-4-yl)phenol